C(C(C)C)OC1=C(C=CC=C1)N1CCN(CC1)CC(COC1=C(N=CS1)C)O (4-(2-isobutoxyphenyl)piperazin-1-yl)-3-((4-methyl-thiazol-5-yl)oxy)propan-2-ol